CC=1SC(=C(N1)C(=O)N1C2CC(CC1CC1=CC=CC3=C1N=C(S3)N)C2)C2=CC=CC=C2 ([2-(2-methyl-5-phenyl-1,3-thiazole-4-carbonyl)-2-azabicyclo[3.1.1]heptan-3-yl]methyl)-1,3-benzothiazol-2-amine